N1=C(N=CC=C1)C=1C=CC2=C(NC(=N2)C2=CC(=CN2)C(=O)C2=C(C=CC=C2)C(F)(F)F)C1 (5-(6-(pyrimidin-2-yl)-1H-benzo[d]imidazol-2-yl)-1H-pyrrol-3-yl)(2-(trifluoromethyl)phenyl)methanone